C(C)(C)(C)P(C(C)(C)C)CNC(C)C (di-t-butylphosphinomethyl)isopropylamine